1-Methyl-1-ethylpyrrolidinium bis(pentafluoroethanesulfonyl)imide [N-](S(=O)(=O)C(F)(F)C(F)(F)F)S(=O)(=O)C(F)(F)C(F)(F)F.C[N+]1(CCCC1)CC